N(C1=CC=CC=C1)C1=NC(=NC=C1C(=O)N)NC1=NC=CC(=N1)C 4-Anilino-2-[(4-methylpyrimidin-2-yl)amino]pyrimidine-5-carboxamide